BrC1=CC=C2C(=CC(NC2=C1)(C)C)C=O 7-bromo-2,2-dimethyl-1,2-dihydroquinoline-4-carbaldehyde